C(C)C1=C(C(=C(C2=CC=CC=C12)O)CCC)CCC ethyl-dipropyl-naphthol